(-)-ribose C1[C@H]([C@H]([C@H](C(O1)O)O)O)O